N1=CC(=CC=2CCCCC12)C#N 5,6,7,8-tetrahydroquinoline-3-carbonitrile